N1(CCN(CCCNCCC1)CC=1C(=C(C=C(C1)C)NC(C(CO)CO)=O)O)CC=1C(=C(C=C(C1)C)NC(C(CO)CO)=O)O N,N'-{1,4,8-triazacycloundecane-1,4-diylbis[methylene(2-hydroxy-5-methyl-3,1-phenylene)]}bis[3-hydroxy-2-(hydroxymethyl)propanamide]